2-amino-N-((4,5,6,7-tetrahydrobenzo[d]thiazole-2-yl)methyl)thiophene-3-carboxamide sodium magnesium calcium [Ca].[Mg].[Na].NC=1SC=CC1C(=O)NCC=1SC2=C(N1)CCCC2